[Na].COC=1C=C(C=CC1/N=N/C=1C(=CC2=CC(=CC(=C2C1O)N)S(=O)(=O)O)S(=O)(=O)O)C1=CC(=C(C=C1)/N=N/C=1C(=CC2=CC(=CC(=C2C1O)N)S(=O)(=O)O)S(=O)(=O)O)OC 3,3'-((1E,1'E)-(3,3'-dimethoxy-[1,1'-biphenyl]-4,4'-diyl)bis(diazene-2,1-diyl))bis(5-amino-4-hydroxynaphthalene-2,7-disulfonic acid) sodium